Cl.FC1=CC=C(CC2=CC3=C(OCC4(N3C(CN3[C@H](CN[C@@H](C3)C)CN3[C@@H](COCC3)C)=O)CC4)N=C2)C=C1 1-(7'-(4-fluorobenzyl)-1'H,3'H-spiro[cyclopropane-1,2'-pyrido[2,3-b][1,4]oxazin]-1'-yl)-2-((2R,5R)-5-methyl-2-(((R)-3-methylmorpholino)methyl)piperazin-1-yl)ethan-1-one hydrochloride